N[S@@](=NC(CC=1C(=C2COCC2=CC1C(C)C)C(C)C)=O)(=O)C1=CC=C(C=C1)CN(C)C (S)-N-(amino(4-((dimethylamino)methyl)phenyl)(oxo)-λ6-sulfaneylidene)-2-(4,6-diisopropyl-1,3-dihydroisobenzofuran-5-yl)acetamide